3-(3,5-dichloro-4-(2-fluoro-3-(1-(4-fluorophenyl)ethyl)-4-hydroxybenzyl)phenyl)propanoic acid ClC=1C=C(C=C(C1CC1=C(C(=C(C=C1)O)C(C)C1=CC=C(C=C1)F)F)Cl)CCC(=O)O